C1(CC1)C1=CC(=CC(=N1)N1C(C2=CC(=CC(=C2C1)C(F)(F)F)CNCC1(CCC1)O)=O)C=1N(N=CC1C1=NN=CN1C)C 2-{6-Cyclopropyl-4-[2-methyl-4-(4-methyl-1,2,4-triazol-3-yl)pyrazol-3-yl]pyridin-2-yl}-6-({[(1-hydroxycyclobutyl)methyl]amino}methyl)-4-(trifluoromethyl)-3H-isoindol-1-one